2-Propanyl ({(3R,5aR,6R,7R,8aS)-6-[(E,3R)-4-(5-chloro-2-fluorophenoxy)-3-hydroxy-1-buten-1-yl]-7-hydroxyoctahydro-2H-cyclopenta[b]oxepin-3-yl}methoxy)acetate ClC=1C=CC(=C(OC[C@@H](/C=C/[C@H]2[C@@H](C[C@@H]3OC[C@H](CC[C@@H]32)COCC(=O)OC(C)C)O)O)C1)F